7,7'-Decylidendi-1,5,7-triazabicyclo-[4.4.0]-dec-5-en C(CCCCCCCCC)(N1C2=NCCCN2CCC1)N1C2=NCCCN2CCC1